OC1(CC(C1)N1C(=NC2=C1C(=CC(=C2)OCCN2CCC1(CC2)C(NC2=CC=C(C=C21)C#N)=O)C(F)(F)F)C)C 1'-(2-{[1-(3-hydroxy-3-methylcyclobutyl)-2-methyl-7-(trifluoromethyl)-1H-1,3-benzodiazol-5-yl]oxy}ethyl)-2-oxo-1,2-dihydrospiro[indole-3,4'-piperidine]-5-carbonitrile